NCCCCCCOCCCCCC(=O)N[C@H](C(=O)N1[C@@H](C[C@H](C1)O)C(=O)N[C@@H](C)C1=CC=C(C=C1)C1=C(N=CS1)C)C(C)(C)S (2S,4R)-1-((R)-2-(6-((6-aminohexyl)oxy)hexanamido)-3-mercapto-3-methylbutanoyl)-4-hydroxy-N-((S)-1-(4-(4-methylthiazol-5-yl)phenyl)ethyl)pyrrolidine-2-carboxamide